N1(CCC1)C1C(N(CC2(CC2)C1)CC1=CC=C(C=C1)OCC(C)C)=O 7-(azetidin-1-yl)-5-(4-isobutoxybenzyl)-5-azaspiro[2.5]octan-6-one